1-(4-nitrophenylamino)-3-phenylpropan-2-ol [N+](=O)([O-])C1=CC=C(C=C1)NCC(CC1=CC=CC=C1)O